[Si](C)(C)(C(C)(C)C)OCC=1C(=C(C=CC1F)C1=NC(=NC=C1Cl)C(=O)O)F 4-(3-(((tert-butyldimethylsilyl)oxy)methyl)-2,4-difluorophenyl)-5-chloropyrimidine-2-carboxylic acid